(R)-N-(7-(4-amino-1-(piperidin-3-yl)-1H-pyrazolo[3,4-d]pyrimidin-3-yl)benzo[d][1,3]dioxol-4-yl)-2-naphthalenesulfonamide NC1=C2C(=NC=N1)N(N=C2C2=CC=C(C1=C2OCO1)NS(=O)(=O)C1=CC2=CC=CC=C2C=C1)[C@H]1CNCCC1